CN1N=C(C(=C1)C)C(=O)N1CC2(C1)CN(C2)C(=O)C2=NNC(=C2)C(C)C [2-(1,4-Dimethylpyrazole-3-carbonyl)-2,6-diazaspiro[3.3]heptan-6-yl]-(5-isopropyl-1H-pyrazol-3-yl)methanone